BrC=1C=C2C(=NC(=NC2=CC1)Cl)NC1=CC=C(C=C1)Cl 6-bromo-2-chloro-N-(4-chlorophenyl)quinazolin-4-amine